COC1=C(N=CC(=N1)C1CS(C1)(=O)=O)NC1=NNC2=CC(=CC=C12)[C@@H]1C[C@@]12C(NC1=CC=C(C=C21)OC)=O 3-[6-methoxy-5-({6-[(1r,2s)-5'-methoxy-2'-oxo-1',2'-dihydrospiro[cyclopropan-1,3'-indol]-2-yl]-1H-indazol-3-yl}amino)pyrazin-2-yl]-1λ6-thietane-1,1-dione